FC1=C(C=CC(=C1)[N+](=O)[O-])N1[C@@H](CN(CC1)C(=O)OC(C)(C)C)CO tert-butyl (S)-4-(2-fluoro-4-nitrophenyl)-3-(hydroxymethyl)piperazine-1-carboxylate